p-mentha-1,8-dien-3-ol C1(=CC(C(CC1)C(=C)C)O)C